9-(2-chlorobenzoyl)-2,2-dimethyl-1,2,4,7-tetrahydro-3H-pyrrolo[3',2':5,6]pyrido[3,4-b]pyrazin-3-one ClC1=C(C(=O)C2=CNC3=C2C2=C(NC(C(N2)(C)C)=O)C=N3)C=CC=C1